benzyl 4-{2-[1-(1-{1-[(4-methoxyphenyl)methyl]-2,6-dioxopiperidin-3-yl}-3-methyl-2-oxo-1,3-benzodiazol-5-yl)piperidin-4-yl]ethynyl}piperidine-1-carboxylate COC1=CC=C(C=C1)CN1C(C(CCC1=O)N1C(N(C2=C1C=CC(=C2)N2CCC(CC2)C#CC2CCN(CC2)C(=O)OCC2=CC=CC=C2)C)=O)=O